C(C1=CC=CC=C1)NCCC1=C(SC(=C1)Cl)Cl benzyl[2-(2,5-dichlorothiophen-3-yl)ethyl]amine